1H-benzo[d][1,2,3]-triazole N1N=NC2=C1C=CC=C2